N4-(4-([1,2,4]triazolo[4,3-c]pyrimidin-7-yloxy)-3-fluorophenyl)-N6-(4,4-dimethyl-4,5-dihydrooxazol-2-yl)-quinazoline-4,6-diamine N=1N=CN2C=NC(=CC21)OC2=C(C=C(C=C2)NC2=NC=NC1=CC=C(C=C21)NC=2OCC(N2)(C)C)F